FC(CNS(=O)(=O)C1=C(C=C(C=C1C)C)C)C1=C(C=CC=C1)C N-[2-fluoro-2-(2-methylphenyl)ethyl]-2,4,6-trimethylbenzene-1-sulfonamide